NC1=NC=CC(=N1)C=1C2=C(C(=NC1)NCC=1C=C(C(=O)NCCCF)C=CC1)CCO2 3-(((7-(2-Aminopyrimidin-4-yl)-2,3-dihydrofuro[3,2-c]pyridin-4-yl)amino)methyl)-N-(3-fluoropropyl)benzamid